ClCC=1C(=NC=CC1C)SC1CC1 3-(chloromethyl)-2-(cyclopropylsulfanyl)-4-methylpyridine